oxidovanadium(IV) hydrate O.O=[V+2]